disodium bis-phenoxide [O-]C1=CC=CC=C1.[O-]C1=CC=CC=C1.[Na+].[Na+]